4-((3,4-dichlorobenzyl)thio)-1H-1,2,3-triazole ClC=1C=C(CSC=2N=NNC2)C=CC1Cl